NC1(COC(OC1)CCN(C=1C=CC(=NC1)C#N)CC1=CC(=C(C=C1)OC)F)CO 5-((2-((2r,5r)-5-amino-5-(hydroxymethyl)-1,3-dioxan-2-yl)ethyl)(3-fluoro-4-methoxybenzyl)amino)picolinonitrile